[5-(2-acetyl-5-fluoropyridin-4-yl)-1H-pyrazole-3-carbonyl]-4-azaspiro[2.5]octane-7-carboxylic acid C(C)(=O)C1=NC=C(C(=C1)C1=CC(=NN1)C(=O)C1CC12NCCC(C2)C(=O)O)F